COC(CCCCCCCCC[SiH3])(OC)OC trimethoxydecyl-silane